CN1C(CCC2=CC(=CC=C12)C=1C=NC=C(C1)O[C@H]1CN(CC1)C(CC)=O)=O 1-Methyl-6-[5-((R)-1-propionyl-pyrrolidin-3-yloxy)-pyridin-3-yl]-3,4-dihydro-1H-quinolin-2-one